S(=O)(=O)(C1=CC=C(C)C=C1)CC(C(=O)[O-])=C 2-(tosylmethyl)acrylate